C(C1=CC(=C(C(=C1)C(C)(C)C)O)C)C1=CC(=C(C(=C1)C(C)(C)C)O)C 4,4'-methylene-bis-(6-tert-butyl-2-methylphenol)